F[C@H]1[C@H](C1)N1C(C(=CC=C1)NC(=O)C=1C(=NC=2N(C1)C=C(N2)[C@@]21CO[C@@](CC2)(C1)COC)OC(C)C)=O N-(1-((1S,2R)-2-fluorocyclopropyl)-2-oxo-1,2-dihydropyridin-3-yl)-7-isopropoxy-2-((1S,4R)-1-(methoxymethyl)-2-oxabicyclo[2.2.1]heptan-4-yl)imidazo[1,2-a]pyrimidine-6-carboxamide